NC1=C(N=C(S1)C1=C(C=CC=C1F)F)C(=O)NC=1C(=C2C(=NC1)[C@H](CC2)C#N)N2C[C@H](CCC2)N 5-amino-N-{4-[(3S)-3-aminopiperidin-1-yl]-(7S)-7-cyano-6,7-dihydro-5H-cyclopenta[b]pyridin-3-yl}-2-(2,6-difluorophenyl)-1,3-thiazole-4-carboxamide